FC(C(=O)[O-])(F)F.C(C)C1=C(C=C(C=C1)C(=O)OC)S(=O)(=O)NC1=C(C=C(C(=C1)C(F)(F)F)F)[NH3+] 2-((2-ethyl-5-(methoxycarbonyl)phenyl)sulfonamido)-5-fluoro-4-(trifluoromethyl)benzenaminium trifluoroacetate